S1C2=C(C=C1)C=C(C=C2)CC(=O)N2CCC(CC2)N2C(NC1=C2C(=CC=C1)C(F)(F)F)=O 1-(1-(2-(benzo[b]thiophen-5-yl)acetyl)piperidin-4-yl)-7-(trifluoromethyl)-1,3-dihydro-2H-benzo[d]imidazol-2-one